C1(CCC1)CC1CNCCC1 3-(cyclobutylmethyl)piperidine